BrCC1=CC=CC2=NON=C21 4-(bromomethyl)benzo[c][1,2,5]oxadiazole